BrC1=C(C(=CC(=C1)C(C)(C)C)C)NC(C(F)(F)F)=O N-(2-bromo-4-tert-butyl-6-methyl-phenyl)-2,2,2-trifluoro-acetamide